2,3-dibromo-1-propylamine mesylate S(C)(=O)(=O)O.BrC(CN)CBr